The molecule is a 1,2-diacyl-sn-glycero-3-phosphoethanolamine in which the acyl substituents at positions 1 and 2 are specified as octadecanoyl and (4Z,7Z,10Z,13Z,16Z,19Z)-docosahexaenoyl respectively. It derives from an all-cis-docosa-4,7,10,13,16,19-hexaenoic acid and an octadecanoic acid. It is a tautomer of a 1-octadecanoyl-2-(4Z,7Z,10Z,13Z,16Z,19Z-docosahexaenoyl)-sn-glycero-3-phosphoethanolamine zwitterion. CCCCCCCCCCCCCCCCCC(=O)OC[C@H](COP(=O)(O)OCCN)OC(=O)CC/C=C\\C/C=C\\C/C=C\\C/C=C\\C/C=C\\C/C=C\\CC